O=C1NC(CCC1N1CC=2C(C1=O)=CSC2CNC(CNC2=CC(=CC=C2)N2CCC(CC2)N2N=CC(=C2)C2=NC1=CC=CC=C1N=C2)=O)=O N-((5-(2,6-dioxopiperidin-3-yl)-4-oxo-5,6-dihydro-4H-thieno[3,4-c]pyrrol-1-yl)methyl)-2-((3-(4-(4-(quinoxalin-2-yl)-1H-pyrazol-1-yl)piperidin-1-yl)phenyl)amino)acetamide